4-((6-(methacryloyloxy)heptyl)oxy)benzoic acid C(C(=C)C)(=O)OC(CCCCCOC1=CC=C(C(=O)O)C=C1)C